ClC1=CC=C(C=C1)C1=C(CCC(C1)(C)C)CN1CCC2(CN(C2)CC=2C=C3C(N(C(C3=CC2)=O)C2C(NC(CC2)=O)=O)=O)CC1 5-((7-((4'-chloro-5,5-dimethyl-3,4,5,6-tetrahydro-[1,1'-biphenyl]-2-yl)methyl)-2,7-diazaspiro[3.5]nonan-2-yl)methyl)-2-(2,6-dioxopiperidin-3-yl)isoindoline-1,3-dione